C(C=C)(=O)OCCC[Si](OC)(OC)C 3-(acryloyloxy)propyl-methyl-dimethoxysilane